tert-butyl (3-hydroxy-3-(6-(trifluoromethyl)pyridin-3-yl)propyl)carbamate OC(CCNC(OC(C)(C)C)=O)C=1C=NC(=CC1)C(F)(F)F